C(C)(C)(C)OC(=O)N1CCC(=CC1)C1=C(C(=CC=C1)OCOCC[Si](C)(C)C)OCOCC[Si](C)(C)C.C(#N)CC(=O)NNC(C(CCCC)CC)=O N-cyanoacetyl-N'-(2-ethylhexanoyl)hydrazine tert-butyl-4-(2,3-bis((2-(trimethylsilyl)ethoxy)methoxy)phenyl)-3,6-dihydropyridine-1(2H)-carboxylate